C(C)(C)(C)OC(=O)N1C(=CC2=CC=C(C=C12)CO)CN1CCC(CC1)(C)C 2-((4,4-dimethylpiperidin-1-yl)methyl)-6-(hydroxymethyl)-1H-indole-1-carboxylic acid tert-butyl ester